C1(CCCCC1)N1C(CCC2=C1N=C(N=C2)NC2=C(C=C(C=C2)N2CCN(CC2)C)OC)=O 8-cyclohexyl-2-((2-methoxy-4-(4-methylpiperazin-1-yl)phenyl)amino)-5,8-Dihydropyrido[2,3-d]pyrimidin-7(6H)-one